C(CCC)OC(=O)CCCCCCCCCCOC=1C2=CC=CC=C2C(=C2C=CC=CC12)OCCCCCCCCCCC(=O)OCCCC 9,10-bis(n-butoxycarbonyldecamethyleneoxy)anthracene